N1C(=CC=2C=NC=CC21)CNC(=O)[C@@H]2CCC=1N2C(C(=NC1Cl)NCC1=CC=2CCCCC2C=C1)=O (S)-N-((1H-pyrrolo[3,2-c]pyridin-2-yl)methyl)-1-chloro-4-oxo-3-(((5,6,7,8-tetrahydronaphthalen-2-yl)methyl)amino)-4,6,7,8-tetrahydropyrrolo[1,2-a]pyrazine-6-carboxamide